(S)-5-(((benzyloxy)carbonyl)amino)-2-((S)-pyrrolidine-2-amido)pentanoic acid methyl ester COC([C@H](CCCNC(=O)OCC1=CC=CC=C1)NC(=O)[C@H]1NCCC1)=O